1-N-[2-[4-(hydroxymethyl)cyclohexyl]-6-methoxy-indazol-5-yl]-5-methoxy-pyridine-3-carboxamide OCC1CCC(CC1)N1N=C2C=C(C(=CC2=C1)N1CC(=CC(=C1)OC)C(=O)N)OC